N-(5-methylpyrazin-2-yl)-4-nitrobenzamide CC=1N=CC(=NC1)NC(C1=CC=C(C=C1)[N+](=O)[O-])=O